N1(N=CC=C1)C=1C=C(N)C=CC1 3-(1H-pyrazol-1-yl)aniline